[Si](C)(C)(C(C)(C)C)OCC(/C=C/CC(=O)O)(C)C (E)-5-((tert-butyldimethylsilyloxy)methyl)-5-methyl-3-hexenoic acid